BrC=1C(=NC(=NC1)NC1=C(C=C(C(=C1)CC)N1CCC(CC1)N1CCN(CC1)C)OC)NC=1C(=C2N=CC=NC2=CC1)NS(=O)(=O)C N-(6-((5-bromo-2-((5-ethyl-2-methoxy-4-(4-(4-methylpiperazin-1-yl)piperidin-1-yl)phenyl)amino)pyrimidin-4-yl)amino)quinoxalin-5-yl)methanesulfonamide